CN1N=C(C(=C1)NC1=NC=C(C(=N1)C1=CNC2=C(C=CC=C12)NC([C@@H](C)N1CCN(CC1)C)=O)C)C (2R)-N-(3-{2-[(1,3-dimethyl-1H-pyrazol-4-yl)amino]-5-methylpyrimidin-4-yl}-1H-indol-7-yl)-2-(4-methylpiperazin-1-yl)propanamide